3-(5-(4-(((4-hydroxycyclohexyl)amino)methyl)pyridin-2-yl)-1-oxoisoindolin-2-yl)piperidine-2,6-dione OC1CCC(CC1)NCC1=CC(=NC=C1)C=1C=C2CN(C(C2=CC1)=O)C1C(NC(CC1)=O)=O